6-((1-(4,5-dichlorothiazol-2-yl)-3-hydroxypropyl)amino)-3,3-dimethylindolin-2-one ClC=1N=C(SC1Cl)C(CCO)NC1=CC=C2C(C(NC2=C1)=O)(C)C